C(C1=CC=CC=C1)OC(=O)N1CC(C2(OCCO2)C(C1)C)CN1C(C2=CC=CC=C2C1=O)=O 6-[(1,3-dioxoisoindolin-2-yl)methyl]-10-methyl-1,4-dioxa-8-azaspiro[4.5]decane-8-carboxylic acid benzyl ester